methyl 3-(6-chloro-3-(chlorosulfonyl)-1H-pyrrolo[2,3-b]pyridin-1-yl)-2-fluoropropionate ClC1=CC=C2C(=N1)N(C=C2S(=O)(=O)Cl)CC(C(=O)OC)F